ClC=1C=C(C=CC1Cl)NC(=O)NC1=CC(=CC=C1)NC=1C(N(C(C1)=O)C1C(NC(CC1)=O)=O)=O 1-(3,4-dichlorophenyl)-3-(3-((1-(2,6-dioxopiperidin-3-yl)-2,5-dioxo-2,5-dihydro-1H-pyrrol-3-yl)amino)phenyl)urea